(S)-1-ethyl-4-fluoro-N'-((3-(3-fluorophenyl)-2-(trifluoromethyl)-6,7-dihydro-5H-cyclopenta[b]pyridin-4-yl)carbamoyl)-1H-pyrazole-3-sulfonimidamide C(C)N1N=C(C(=C1)F)[S@](=O)(N)=NC(NC1=C2C(=NC(=C1C1=CC(=CC=C1)F)C(F)(F)F)CCC2)=O